C(CCCCCCCCCCCCCCC)OC(C1=CC=C(C=C1)[131I])=O hexadecyl-4-[131I]iodobenzoate